OC1=CC2=C(N(C(N2C)=O)C)C=C1[N+](=O)[O-] 5-hydroxy-1,3-dimethyl-6-nitro-1,3-dihydro-2H-benzo[d]Imidazole-2-one